7-fluoro-N-isobutyl-1H-indazole-3-carboxamide FC=1C=CC=C2C(=NNC12)C(=O)NCC(C)C